CON(C(=O)C1=NN(C(=C1)CCC)C)C N-methoxy-N,1-dimethyl-5-propyl-1H-pyrazole-3-carboxamide